2-(hexadecyldisulfanyl)ethyl hydrogen (((1-(4-amino-2-oxopyrimidin-1(2H)-yl)-3-hydroxypropan-2-yl)oxy)methyl)phosphonate NC1=NC(N(C=C1)CC(CO)OCP(OCCSSCCCCCCCCCCCCCCCC)(O)=O)=O